4-(N-(4-cyanophenyl)sulfamoyl)-1-hydroxy-2-naphthoic acid C(#N)C1=CC=C(C=C1)NS(=O)(=O)C1=CC(=C(C2=CC=CC=C12)O)C(=O)O